COC1=CC=C(CNC(=O)NC2CC3(CN(C3)C(C3=CC(=CC=C3)N3CCCC3)=O)C2)C=C1 1-(4-methoxybenzyl)-3-(2-(3-(pyrrolidin-1-yl)benzoyl)-2-azaspiro[3.3]heptan-6-yl)urea